(6-(4-cyanophenyl)thiazolo[4,5-b]pyrazin-2-yl)-5'-methoxy-6-methyl-2'-(trifluoromethyl)-[4,4'-bipyridine]-3-carboxamide C(#N)C1=CC=C(C=C1)C=1N=C2C(=NC1)N=C(S2)C2=NC(=CC(=C2C(=O)N)C2=CC(=NC=C2OC)C(F)(F)F)C